BrC1=CC2=C(NC(=N2)C2CC(C2)(O)C)C(=C1)C(F)(F)F (cis)-3-[5-bromo-7-(trifluoromethyl)-1H-1,3-benzodiazol-2-yl]-1-methylcyclobutan-1-ol